COC=1C=C(C=CC1OC)C=1C(=NN2C1N=C(N=C2NCC2=CC=C(C=C2)S(=O)(=O)NC(CC)=O)C)C N-[4-[[[8-(3,4-dimethoxyphenyl)-2,7-dimethyl-pyrazolo[1,5-a][1,3,5]triazin-4-yl]amino]methyl]phenyl]sulfonylpropanamide